6-(4-(((2-fluorophenyl)amino)methyl)-2-(6-methylpyridin-2-yl)-1H-imidazol-1-yl)imidazo[1,2-b]pyridazine-3-carboxamide FC1=C(C=CC=C1)NCC=1N=C(N(C1)C=1C=CC=2N(N1)C(=CN2)C(=O)N)C2=NC(=CC=C2)C